C(C)OC(C(CC(CCC(C)C)C1=C(CC(CC1)C1=CC=C(C=C1)OC)C(=O)[O-])(F)F)=O 4-(1-ethoxy-2,2-difluoro-7-methyl-1-oxooctan-4-yl)-4'-methoxy-1,2,5,6-tetrahydro-[1,1'-biphenyl]-3-carboxylate